(S)-quinuclidin-3-yl (6-methoxy-2,2-dimethyl-5-(4-propoxyphenyl)-2,3-dihydro-1H-inden-1-yl)carbamate COC1=C(C=C2CC(C(C2=C1)NC(O[C@@H]1CN2CCC1CC2)=O)(C)C)C2=CC=C(C=C2)OCCC